C(C=C)C1=C(C2=CC=CC=C2C=C1OCOC)N allyl-3-(methoxymethoxy)naphthalen-1-amine